BrC1C(N(C(CCC1)=O)COC)=O 3-bromo-1-(methoxymethyl)azepane-2,7-dione